Tert-butyl (4-methyl-1-(5-((3-(4-(4-oxopiperidin-1-yl)benzamido)phenyl)thio)pyrazin-2-yl)piperidin-4-yl)carbamate CC1(CCN(CC1)C1=NC=C(N=C1)SC1=CC(=CC=C1)NC(C1=CC=C(C=C1)N1CCC(CC1)=O)=O)NC(OC(C)(C)C)=O